acryloyloxy-n-heptyl isocyanate C(C=C)(=O)OCCCCCCCN=C=O